BrC1=CC=C(COC=2C(OC3=C(C2)C=CC=C3)=O)C=C1 ((4-bromobenzyl)oxy)-2H-1-benzopyran-2-one